CC/C=C\\C[C@H](/C=C/C=C\\CCCCCCCC(=O)O)OO The molecule is a hydroperoxyoctadecatrienoic acid, obtained by the formal substitution of a hydrogen at position 13 of (9Z,11E,15Z)-octadeca-9,11,15-trienoic acid by a hydroperoxy group (the 13R-stereoisomer). It derives from a (9Z,11E,15Z)-octadeca-9,11,15-trienoic acid. It is a conjugate acid of a (9Z,11E,13R,15Z)-13-hydroperoxyoctadecatrienoate. It is an enantiomer of a (9Z,11E,13S,15Z)-13-hydroperoxyoctadeca-9,11,15-trienoic acid.